3-tert-butyl 11-ethyl diazacyclopentadecene-3,11-dicarboxylate N1=NC(CCCCCCCC(CCCC1)C(=O)OCC)C(=O)OC(C)(C)C